2-[[(1R)-1-[3,6-dimethyl-2-(2-methylthiazolo[5,4-b]pyridin-5-yl)-4-oxo-chromen-8-yl]ethyl]amino]-5-fluoro-benzoic acid CC1=C(OC2=C(C=C(C=C2C1=O)C)[C@@H](C)NC1=C(C(=O)O)C=C(C=C1)F)C1=CC=C2C(=N1)SC(=N2)C